S(=O)(=O)(O)[O-].CC=1NC=C[N+]1CCCCS(=O)(=O)O methyl-3-(4-sulfobutyl)imidazolium hydrogensulfate